ClC1=C(C=CC=C1)N1C=2N(C3=C(C1=O)C=NC(=N3)NC3=CC=C(C=C3)OCCN3CCOCC3)C=CN2 6-(2-chlorophenyl)-2-({4-[2-(morpholin-4-yl)ethoxy]phenyl}amino)imidazo[1,2-a]pyrimido[5,4-e]pyrimidin-5(6H)-one